N[14C@@H](CC1=CC=CC=C1)C(=O)O [14C]phenylalanine